OC1=C(C=CC=C1)C1=CC(=CC=C1)C[C@]1(C[C@H](CC1)N(S(=O)(=O)C)CC1=CC=C(C=C1)OC)C=1OC(=C(N1)CO)C N-[(1S,3R)-3-({2'-hydroxy-[1,1'-biphenyl]-3-yl}methyl)-3-[4-(hydroxymethyl)-5-methyl-1,3-oxazol-2-yl]cyclopentyl]-N-[(4-methoxyphenyl)methyl]methanesulfonamide